C1(CC1)C=1C=C(CNC2=C(C=C(C(=O)OC(C)(C)C)C=C2F)OCC)C=C(C1)C1CC1 tert-butyl 4-((3,5-dicyclopropylbenzyl)amino)-3-ethoxy-5-fluorobenzoate